C(C)(C)(C)N1N=CC(=C1F)NC(C1=C(C=C(C(=C1)C1=CC=2N(C(=C1)N1CCOCC1)N=C(N2)C)C)F)=O N-(1-(tert-butyl)-5-fluoro-1H-pyrazol-4-yl)-2-fluoro-4-methyl-5-(2-methyl-5-morpholino-[1,2,4]triazolo[1,5-a]pyridin-7-yl)benzamide